C(#N)C[C@@H]1N(CCN(C1)C=1C2=C(N=C(N1)OC[C@H]1N(CCC1)C)OC(CC2)C2=C(C=CC=C2O)F)C(=O)OCC2=CC=CC=C2 (2S)-benzyl 2-(cyanomethyl)-4-(7-(2-fluoro-6-hydroxyphenyl)-2-(((S)-1-methylpyrrolidin-2-yl)methoxy)-6,7-dihydro-5H-pyrano[2,3-d]pyrimidin-4-yl)piperazine-1-carboxylate